OC=1C=C(C2=CC=CC=C2C1)C1(CC1)C=1C(=C(C(=O)N)C=C(C1)OCC1N(CC1)C)C (1-(3-hydroxynaphthalen-1-yl)cyclopropyl)-2-methyl-5-((1-methylazetidin-2-yl)methoxy)benzamide